tert-Butyl 7-chloro-3-(hydroxymethyl)-3,4-dihydroisoquinoline-2(1H)-carboxylate ClC1=CC=C2CC(N(CC2=C1)C(=O)OC(C)(C)C)CO